ethyl 7-bromo-4-methyl-2-oxo-1H-quinoline-3-carboxylate BrC1=CC=C2C(=C(C(NC2=C1)=O)C(=O)OCC)C